4-(5-((2-(4-morpholinophenyl)-2-oxoethyl)thio)-1H-tetrazol-1-yl)benzoic acid O1CCN(CC1)C1=CC=C(C=C1)C(CSC1=NN=NN1C1=CC=C(C(=O)O)C=C1)=O